ethyl (3S)-3-{4,5-difluoro-2',4',6'-trimethyl-[1,1'-biphenyl]-3-yl}-3-{[(1R,2S,5S)-6,6-dimethyl-3-azabicyclo[3.1.0]hexan-2-yl]formamido}propanoate hydrochloride Cl.FC1=C(C=C(C=C1F)C1=C(C=C(C=C1C)C)C)[C@H](CC(=O)OCC)NC(=O)[C@@H]1[C@H]2C([C@H]2CN1)(C)C